rac-3-(isoquinolin-4-yl)-2-oxo-1-(2-((2-(trimethylsilyl)ethoxy)methyl)-2H-indazol-7-yl)imidazolidine-4-carbonitrile C1=NC=C(C2=CC=CC=C12)N1C(N(C[C@@H]1C#N)C1=CC=CC2=CN(N=C12)COCC[Si](C)(C)C)=O |r|